COC=1C=C2C(=NN=C(C2=CC1)C1=C(C=C(C=C1)C)O)N[C@H]1CN(CCC1)C (R)-2-(6-methoxy-4-((1-methylpiperidin-3-yl)amino)phthalazin-1-yl)-5-methylphenol